1-(3,5-difluorophenyl)-3-methyl-N-[(2-methylsulfanylpyrimidin-4-yl)methyl]-5-oxopyrrolidine-3-carboxamide FC=1C=C(C=C(C1)F)N1CC(CC1=O)(C(=O)NCC1=NC(=NC=C1)SC)C